4-chloro-6-methoxy-7-(3-morpholinopropyloxy)quinoline ClC1=CC=NC2=CC(=C(C=C12)OC)OCCCN1CCOCC1